1-(3-ethyl-1-(3-hydroxyisoquinolin-8-yl)-5,6-dihydroimidazo[1,5-a]pyrazin-7(8H)-yl)ethan-1-one C(C)C1=NC(=C2N1CCN(C2)C(C)=O)C=2C=CC=C1C=C(N=CC21)O